ClC1=C(C(=C2C=NNC2=C1)C1=C(C=C2C(=NC(=NC2=C1F)OC[C@]12CCCN2C[C@@H](C1)F)N1C[C@@](CCC1)(O)C)F)C (3R)-1-(7-(6-Chloro-5-methyl-1H-indazol-4-yl)-6,8-difluoro-2-(((2R,7aS)-2-fluorotetrahydro-1H-pyrrolizin-7a(5H)-yl)methoxy)quinazolin-4-yl)-3-methylpiperidin-3-ol